NCCNCC[Si](OC)(OC)C N-(2-aminoethyl)-2-aminoethylmethyldimethoxysilane